C(CCC(=O)O)(=O)O.C(CCC(=O)O)(=O)O.C(CCC(=O)O)(=O)O.C(C(C)C)N(CCCN1CCN(CC1)CCCNC1=NC2=C(N1)C=CC=C2)CC(C)C N-(3-(4-(3-(diisobutylamino)propyl)piperazin-1-yl)propyl)-1H-benzo[d]imidazol-2-amine tris-succinate salt